CN1N=C(C=C1C(=O)OCC)COC(F)(F)F ethyl 1-methyl-3-((trifluoromethoxy) methyl)-1H-pyrazole-5-carboxylate